3-(5-(3-cyano-6-(2,5-dihydrofuran-3-yl)pyrazolo[1,5-a]pyridin-4-yl)pyrazin-2-yl)-3,6-diazabicyclo[3.1.1]heptane-6-carboxylic acid tert-butyl ester C(C)(C)(C)OC(=O)N1C2CN(CC1C2)C2=NC=C(N=C2)C=2C=1N(C=C(C2)C=2COCC2)N=CC1C#N